1-(7-benzylamino-2,3a,4,6-tetraaza-5-indenyl)-2-methyl-4-indolecarbonitrile C(C1=CC=CC=C1)NC1=NC(=NN2C=NC=C12)N1C(=CC=2C(=CC=CC12)C#N)C